4-bromo-3-methoxy-5-methylaniline BrC1=C(C=C(N)C=C1C)OC